CN(C)C[C@@H]1CC[C@@H](N1)C=1C=2N(C=CC1)C(=C(N2)C#CCNC2=C(C=C(C=C2)S(=O)(=O)C)OC)CC(F)(F)F N-(3-(8-((2R,5S)-5-((dimethylamino)methyl)pyrrolidin-2-yl)-3-(2,2,2-trifluoroethyl)imidazo[1,2-a]pyridin-2-yl)prop-2-yn-1-yl)-2-methoxy-4-(methylsulfonyl)aniline